(5-methyl-3-pyridyl)-[4-[(2-methylsulfonylphenyl)-phenyl-methyl]piperazin-1-yl]methanone CC=1C=C(C=NC1)C(=O)N1CCN(CC1)C(C1=CC=CC=C1)C1=C(C=CC=C1)S(=O)(=O)C